N-(6-(3-((2,5-difluorophenyl)sulfonamido)-2,6-difluorophenyl)quinazolin-2-yl)pivaloamide FC1=C(C=C(C=C1)F)S(=O)(=O)NC=1C(=C(C(=CC1)F)C=1C=C2C=NC(=NC2=CC1)NC(C(C)(C)C)=O)F